CC(CCN1C=CC2=CC=CC=C12)CC 1-(3-methylpentanyl)-indole